FC(C(=O)O)(F)F.NC=1C=2N(C=C(N1)C1=CC=NN1C([2H])([2H])[2H])C(=CN2)C=2C=C(C=CC2C)C(C(F)F)(C)O 2-(3-(8-Amino-6-(1-(methyl-d3)-1H-pyrazol-5-yl)imidazo[1,2-a]pyrazin-3-yl)-4-methylphenyl)-1,1-difluoropropan-2-ol trifluoroacetate salt